(2R,5S)-4-(5-(2-fluorophenyl)-7-tosyl-7H-pyrrolo[2,3-d]pyrimidin-4-yl)-2,5-dimethylpiperazine-1-carboxylic acid tert-butyl ester C(C)(C)(C)OC(=O)N1[C@@H](CN([C@H](C1)C)C=1C2=C(N=CN1)N(C=C2C2=C(C=CC=C2)F)S(=O)(=O)C2=CC=C(C)C=C2)C